N-[(3R)-1-(4-{[(1R)-1-(3-cyanophenyl)ethyl]amino}-2-methylpyrido[3,4-d]pyrimidin-6-yl)pyrrolidin-3-yl]acetamide C(#N)C=1C=C(C=CC1)[C@@H](C)NC=1C2=C(N=C(N1)C)C=NC(=C2)N2C[C@@H](CC2)NC(C)=O